C(C1=CC=CC=C1)OC(=O)N1[C@@H](CCCC1)C(=O)O 1-((BENZYLOXY)CARBONYL)(S)-PIPERIDINE-2-CARBOXYLIC ACID